(E)-5-hydroxy-4-methylpent-3-enyl pyrophosphate O(P([O-])(=O)OP(=O)([O-])[O-])CC\C=C(\CO)/C